(S)-1-(4-(1-((4-Acetylmorpholin-2-yl)methyl)-6-fluoro-5-methyl-1H-benzo[d]imidazol-2-yl)-3-Chloro-5-fluorophenyl)pyrrolidin-2-one C(C)(=O)N1C[C@@H](OCC1)CN1C(=NC2=C1C=C(C(=C2)C)F)C2=C(C=C(C=C2F)N2C(CCC2)=O)Cl